FC(OC1=NC=C(C(=C1)N1C(N(C2=C1C=C(C(=C2)C(=O)O)F)C(C)C)=O)F)F 1-(2-(difluoromethoxy)-5-fluoropyridin-4-yl)-6-fluoro-3-isopropyl-2-oxo-2,3-dihydro-1H-benzo[d]imidazole-5-carboxylic acid